(3R,5S)-3-(tert-Butyldimethylsilyloxy)-5-(methylsulfonyloxy)piperidine-1-carboxylic acid tert-butyl ester C(C)(C)(C)OC(=O)N1C[C@@H](C[C@@H](C1)OS(=O)(=O)C)O[Si](C)(C)C(C)(C)C